methyl 2-(2-(3,4,5-trifluorophenyl)-3,4-dihydro-2H-pyrrol-5-yl)hydrazine-1-carboxylate FC=1C=C(C=C(C1F)F)C1N=C(CC1)NNC(=O)OC